tert-butyl 4-((5-fluoro-3-(3-fluorophenyl)-1-methyl-1H-indazol-6-yl)amino)piperidine-1-carboxylate FC=1C=C2C(=NN(C2=CC1NC1CCN(CC1)C(=O)OC(C)(C)C)C)C1=CC(=CC=C1)F